CN(C1=CC=C(C=C1)P(C1=CC=C(C=C1)N(C)C)(C1=CC=C(C=C1)N(C)C)=O)C tris(4-dimethylaminophenyl)phosphine oxide